1-(4'-trifluoromethylphenyl)-4-phenyl-3-butyn-1-ol FC(C1=CC=C(C=C1)C(CC#CC1=CC=CC=C1)O)(F)F